cesium silanolate [SiH3][O-].[Cs+]